C1(=CC=CC=C1)C1=CC=C(C=N1)C(=O)N 6-phenylpyridine-3-carboxamide